CN(C(=O)N[C@@H](C(C)C)C(=O)[O-])[C@@H]1CNCCC1 (methyl((S)-piperidin-3-yl)carbamoyl)-L-valinate